CC1=C(C2=C(N=CN=C2NC2(CC2)C)O1)C(=O)NCC=1SC(=CN1)C 6-methyl-N-[(5-methyl-1,3-thiazol-2-yl)methyl]-4-[(1-methylcyclopropyl)amino]furo[2,3-d]pyrimidine-5-carboxamide